3-Cyclobutyl-6-(3,4-dichlorophenyl)-4-oxo-4,5-dihydropyrazolo[1,5-a]pyrazine-2-carboxylic acid C1(CCC1)C=1C(=NN2C1C(NC(=C2)C2=CC(=C(C=C2)Cl)Cl)=O)C(=O)O